ethyl (E)-6-bromohex-4-enoate BrC/C=C/CCC(=O)OCC